FC1(CC(C1)F)C1=CC(=NC=C1)N1N=CC(=C1)S(=O)(=O)NC=1C=CC=C2C=NN(C12)C 1-(4-(1,3-difluorocyclobutyl)pyridin-2-yl)-N-(1-methyl-1H-indazol-7-yl)-1H-pyrazole-4-sulfonamide